4,4'-bis(2-trifluoromethyl-4-aminophenoxy)biphenyl FC(C1=C(OC2=CC=C(C=C2)C2=CC=C(C=C2)OC2=C(C=C(C=C2)N)C(F)(F)F)C=CC(=C1)N)(F)F